(R)-(3-(3-(1,1-difluoroethyl)-1,2,4-oxadiazol-5-yl)-8-methyl-5,6-dihydro-[1,2,4]triazolo[4,3-a]pyrazin-7(8H)-yl)(4-fluorophenyl)methanone FC(C)(F)C1=NOC(=N1)C1=NN=C2N1CCN([C@@H]2C)C(=O)C2=CC=C(C=C2)F